((2-allyl-4-fluorophenyl)amino)-4-(trifluoromethyl)benzoic acid C(C=C)C1=C(C=CC(=C1)F)NC1=C(C(=O)O)C=CC(=C1)C(F)(F)F